C1(=CC=C(C=C1)NC1=CC2=CC=C(C=C2C=C1)S(=O)(=O)O)C 2-(p-toluylamino)-6-naphthalenesulfonic acid